C(C)OC1=C(C=C(C=C1)C1=NOC(=N1)N1CCC(CC1)C(=O)N1CC(N(CC1)C)C1=CC=CC=C1)OC (1-(3-(4-ethoxy-3-methoxyphenyl)-1,2,4-oxadiazol-5-yl)piperidin-4-yl)(4-methyl-3-phenylpiperazin-1-yl)methanone